OC(C)CCCCCCCCCCCCCCCCCCCCCCCCCCCCCCCCCCCCCCC 2-Hydroxyhentetracontane